N-(4-(4-(cyclopropylsulfonamido)-3-fluorophenyl)-1H-pyrrolo[2,3-b]pyridin-6-yl)cyclopropylcarboxamide C1(CC1)S(=O)(=O)NC1=C(C=C(C=C1)C1=C2C(=NC(=C1)NC(=O)C1CC1)NC=C2)F